6-(4-cyclopropyl-1H-imidazol-1-yl)quinazolin-4(3H)-one C1(CC1)C=1N=CN(C1)C=1C=C2C(NC=NC2=CC1)=O